OC[C@@H]1CNCC[C@@H]1C1=C(C=CC=C1)O 2-((3S,4S)-3-(Hydroxymethyl)piperidin-4-yl)phenol